5-(7-bromo-6,8-difluoro-2-(((2R,7aS)-2-fluorotetrahydro-1H-pyrrolizin-7a(5H)-yl)methoxy)-5-methoxyquinazolin-4-yl)-N-isopropyl-4,5,6,7-tetrahydropyrazolo[1,5-a]pyrazine-2-carboxamide BrC1=C(C(=C2C(=NC(=NC2=C1F)OC[C@]12CCCN2C[C@@H](C1)F)N1CC=2N(CC1)N=C(C2)C(=O)NC(C)C)OC)F